2-methylpropionamidine dichloride [Cl-].[Cl-].CC(C(=N)N)C